5-(3-ethyl-1,2,4-oxadiazol-5-yl)-2-methyl-aniline C(C)C1=NOC(=N1)C=1C=CC(=C(N)C1)C